3-(5-((3S)-1-cyclopropyl-3-fluoropiperidin-4-yloxy)pyridin-2-yl)-N-(3-methylpyridin-2-yl)-1,2,4-thiadiazol-5-amine C1(CC1)N1C[C@@H](C(CC1)OC=1C=CC(=NC1)C1=NSC(=N1)NC1=NC=CC=C1C)F